8-(8,8-difluoro-2,6-diazaspiro[3.4]oct-2-yl)-N-(1-(methylsulfonyl)piperidin-4-yl)-6-(trifluoromethyl)quinazolin-2-amine FC1(CNCC12CN(C2)C=2C=C(C=C1C=NC(=NC21)NC2CCN(CC2)S(=O)(=O)C)C(F)(F)F)F